tert-butyl-((2-(2,6-dioxopiperidin-3-yl)-1-oxoisoindolin-5-yl) amino) azetidine-1-carboxylate N1(CCC1)C(=O)ON(C=1C=C2CN(C(C2=CC1)=O)C1C(NC(CC1)=O)=O)C(C)(C)C